(S)-2-(4-(7-(8-chloro-7-fluoronaphthalen-1-yl)-2-((tetrahydro-1H-pyrrolizin-7a(5H)-yl)methoxy)quinazolin-4-yl)-1-(2-fluoroacryloyl)piperazin-2-yl)acetonitrile ClC=1C(=CC=C2C=CC=C(C12)C1=CC=C2C(=NC(=NC2=C1)OCC12CCCN2CCC1)N1C[C@@H](N(CC1)C(C(=C)F)=O)CC#N)F